4-fluoro-N-methoxy-N,1-dimethyl-6,7-dihydro-5H-cyclopenta[c]pyridine-6-carboxamide FC=1C2=C(C(=NC1)C)CC(C2)C(=O)N(C)OC